5-((3-(5-(3,5-Difluorophenyl)-4,5-dihydro-1H-pyrazole-1-carbonyl)bicyclo[1.1.1]pent-1-yl)methoxy)pyrazine-2-carbonitrile FC=1C=C(C=C(C1)F)C1CC=NN1C(=O)C12CC(C1)(C2)COC=2N=CC(=NC2)C#N